1-(8-bromopyrido[2,3-e][1,2,4]triazolo[4,3-a]pyrazin-4-yl)-N-methylazepin-3-amine bisulfate S(O)(O)(=O)=O.BrC1=CC2=C(N=C(C=3N2C=NN3)N3C=C(C=CC=C3)NC)N=C1